ClC1=C(C#N)C=C(C=C1)C1(CC2C(N(OC2(C)C)C)C(C1)C)C 2-Chloro-5-(1,3,3,5,7-pentamethyloctahydrobenzo[c]isoxazol-5-yl)benzonitril